(S)-1-amino-ethanol N[C@H](C)O